(3S,4R)-3-fluoro-N-(2-(3-((4-(5-fluoropyrimidin-2-yl)-2-methoxyphenyl)amino)prop-1-yn-1-yl)-3-(2,2,2-trifluoroethyl)benzo[b]thiophen-7-yl)-1-methylpiperidin-4-amine F[C@H]1CN(CC[C@H]1NC1=CC=CC2=C1SC(=C2CC(F)(F)F)C#CCNC2=C(C=C(C=C2)C2=NC=C(C=N2)F)OC)C